(4-isothiocyanatophenyl) thiocarbamate methacrylate C(C(=C)C)(=O)O.C(N)(OC1=CC=C(C=C1)N=C=S)=S